Diglycidyl-adipic acid C(C1CO1)C(C(=O)O)(CCCC(=O)O)CC1CO1